FC=1N=C(SC1CN1[C@H](C[C@H](C1)OC1=CC=CC=2N1C=CN2)C)NC(C)=O N-(4-fluoro-5-(((2S,4R)-4-(imidazo[1,2-a]pyridin-5-yloxy)-2-methylpyrrolidin-1-yl)methyl)thiazol-2-yl)acetamide